vinyl-2-epoxybutyl carbonate C(OC(C)C1C(O1)C=C)([O-])=O